pyrido[1,2-a]pyrimidine-6-carboxylate N1=C2N(CC=C1)C(=CC=C2)C(=O)[O-]